COC=1N=CC(=NC1)NC1=NN2C(C=C(C=C2)C=2N(N=CC2OC[C@@H]2N(CC2)C)C)=C1 N-(5-methoxypyrazin-2-yl)-5-[2-methyl-4-[[(2R)-1-methylazetidin-2-yl]methoxy]pyrazol-3-yl]pyrazolo[1,5-a]pyridin-2-amine